2-amino-N-((1R,4S)-4-hydroxycyclohexyl)-5-(4-((1S,5R)-3-(prop-2-yn-1-yl)-3-azabicyclo[3.1.0]hex-1-yl)phenyl)nicotinamide NC1=C(C(=O)NC2CCC(CC2)O)C=C(C=N1)C1=CC=C(C=C1)[C@]12CN(C[C@@H]2C1)CC#C